CS(=O)(=O)OCC=1C=NC(=CC1F)NC1C(NC(CC1)=O)=O (6-((2,6-dioxopiperidin-3-yl)amino)-4-fluoropyridin-3-yl)methyl methanesulfonate